OC1=C(C(N(C=C1C)C)=O)NC(N[C@@H](CC(=O)O)C=1C=C(C=CC1)C1=C(C=CC=C1)C)=O (S)-3-(3-(4-hydroxy-1,5-dimethyl-2-oxo-1,2-dihydropyridin-3-yl)ureido)-3-(2'-methylbiphenyl-3-yl)propanoic acid